2-(5-(cyclohexylamino)-1,2,4-oxadiazole-3-yl)-N-ethyl-1-methyl-N-(pyridin-3-yl)-1H-imidazole-5-carboxamide C1(CCCCC1)NC1=NC(=NO1)C=1N(C(=CN1)C(=O)N(C=1C=NC=CC1)CC)C